FC1=C(N(C=C1)[C@H](C)C1=CC=CC=C1)C(=O)O R-3-fluoro-1-(1-phenylethyl)-1H-pyrrole-2-carboxylic acid